tert-Butyl ((1R,2S,5R)-2-((S)-3-amino-2-oxopyrrolidin-1-yl)-5-(isopropyl(methyl)amino) cyclohexyl)carbamate N[C@@H]1C(N(CC1)[C@@H]1[C@@H](C[C@@H](CC1)N(C)C(C)C)NC(OC(C)(C)C)=O)=O